FC1=CC=C2C(=C(C=NC2=C1C=1C=2C=CC=NC2C=CC1)NC(=O)C1=CC=NC2=CC=CC=C12)N1CCOCC1 N-(7'-fluoro-4'-morpholino-[5,8'-biquinolin]-3'-yl)quinoline-4-carboxamide